ClC=1C=CC(=C(C1)C1=NNC=C1C1=NC2=CC(=CN=C2C=C1)C=1N=NN(C1)CC=1N=CNC1)F 2-[3-(5-chloro-2-fluoro-phenyl)-1H-pyrazol-4-yl]-7-[1-(1H-imidazol-4-ylmethyl)triazol-4-yl]-1,5-naphthyridine